BrC=1C=NC=C(C1)OC=1C=NC=CC1 3-Bromo-5-(pyridin-3-yloxy)pyridine